tert-butyl (3-(isopropylsulfonyl)-4-(4,4,5,5-tetramethyl-1,3,2-dioxaborolan-2-yl)phenyl)carbamate C(C)(C)S(=O)(=O)C=1C=C(C=CC1B1OC(C(O1)(C)C)(C)C)NC(OC(C)(C)C)=O